O1[C@H](C1)C(=O)O.O[C@@H](C(=O)OCC1=CC=CC=C1)COC benzyl (2R)-2-hydroxy-3-methoxypropionate (2R)-oxirane-2-carboxylate